Cl.C12(CCCC(NC1)C2)CO {6-azabicyclo[3.2.1]octan-1-yl}methanol hydrochloride